ClC1=C(C=CC(=C1)C(F)(F)F)S(=NC(CC=1N=C2N(C=CC(=C2)C2=NOC(=N2)C(F)(F)Cl)C1)=O)(=O)C N-((2-chloro-4-(trifluoromethyl)phenyl)(methyl)(oxo)-λ6-sulfaneylidene)-2-(7-(5-(chlorodifluoromethyl)-1,2,4-oxadiazol-3-yl)imidazo[1,2-a]pyridin-2-yl)acetamide